C(CCC)[Si](ON)(C)C O-(Z-butyldimethylsilyl)hydroxylamine